N-(2,2-difluoropropyl)-5-(imidazo[1,2-a]pyridin-6-yl)-7H-pyrrolo[2,3-d]pyrimidin-2-amine FC(CNC=1N=CC2=C(N1)NC=C2C=2C=CC=1N(C2)C=CN1)(C)F